FC(OC1=CC=C(C=C1)[C@H]1CC[C@H](CC1)SC=1N=NNC1C(=O)O)(F)F 4-(((cis)-4-(4-(trifluoromethoxy)phenyl)cyclohexyl)thio)-1H-1,2,3-triazole-5-carboxylic acid